N-(4-(4-amino-1-methyl-7-(1-methyl-1H-pyrazol-4-yl)-1H-pyrazolo[4,3-c]pyridin-3-yl)-2-((4-fluorobenzyl)oxy)phenyl)-1,1-difluoromethane-sulfonamide NC1=NC=C(C2=C1C(=NN2C)C2=CC(=C(C=C2)NS(=O)(=O)C(F)F)OCC2=CC=C(C=C2)F)C=2C=NN(C2)C